C(C)(C)(C)OC(NCCOP(=O)(OCC(F)(F)F)OC(C)(C)C)=O tert-butyl(2-((tert-butoxy(2,2,2-trifluoroethoxy)phosphoryl)oxy)ethyl)carbamate